tert-butyl (3-(4-((4-amino-2-fluorocyclohexyl)amino)-1-(2,2,2-trifluoroethyl)-1H-indol-2-yl)prop-2-yn-1-yl)(2-methoxy-4-(methylsulfonyl)phenyl)carbamate NC1CC(C(CC1)NC1=C2C=C(N(C2=CC=C1)CC(F)(F)F)C#CCN(C(OC(C)(C)C)=O)C1=C(C=C(C=C1)S(=O)(=O)C)OC)F